(cis)-[4-[2-[3-aminotetrahydrofuran-2-yl]-3H-imidazo[4,5-b]pyridin-7-yl]-1-piperidyl]-[2-amino-4-(trifluoromethoxy)phenyl]methanone N[C@@H]1[C@@H](OCC1)C1=NC=2C(=NC=CC2C2CCN(CC2)C(=O)C2=C(C=C(C=C2)OC(F)(F)F)N)N1